O=C1CC=NN1 5-oxo-4,5-dihydropyrazole